ClC(OC1=CC=C(C=C1)NC(=O)C1=CN(C(C=C1)=O)C1=CC=C(C=C1)F)(F)F N-[4-(Chlorodifluoromethoxy)phenyl]-1-(4-fluorophenyl)-6-oxo-1,6-dihydropyridine-3-carboxamide